Ethyl 3-(2-azaspiro[3.3]heptan-6-yl)propanoate C1NCC12CC(C2)CCC(=O)OCC